1-(tert-butyl)-N-(4-(7-(1-methyl-1H-pyrazol-4-yl)imidazo[1,2-c]pyrimidin-5-yl)benzyl)-1H-1,2,3-triazole-4-carboxamide C(C)(C)(C)N1N=NC(=C1)C(=O)NCC1=CC=C(C=C1)C1=NC(=CC=2N1C=CN2)C=2C=NN(C2)C